diphenyl-phosphonium tetra(phenyl)borate C1(=CC=CC=C1)[B-](C1=CC=CC=C1)(C1=CC=CC=C1)C1=CC=CC=C1.C1(=CC=CC=C1)[PH2+]C1=CC=CC=C1